N-(4-fluoro-3-methylphenyl)-3-(2-((1-(3-methyl-1,2,4-oxadiazol-5-yl)cyclopropyl)amino)-2-oxoacetyl)-5,6,7,8-tetrahydroindolizine-1-carboxamide FC1=C(C=C(C=C1)NC(=O)C=1C=C(N2CCCCC12)C(C(=O)NC1(CC1)C1=NC(=NO1)C)=O)C